OC1=CC(=CC=2C(C3=CC(=CC=C3C12)Br)(C1=CC=CC=C1)C1=CC=CC=C1)Br 4-hydroxy-2,7-dibromo-9,9-diphenylfluorene